2-methyl-4-(4,4,4-trifluorobutyl)quinazolin-5-ol CC1=NC=2C=CC=C(C2C(=N1)CCCC(F)(F)F)O